2-(4-fluorophenyl)-N-(2-hydroxy-5-nitrophenyl)pyrazolo[1,5-a]pyrimidine-6-amide FC1=CC=C(C=C1)C1=NN2C(N=CC(=C2)C(=O)NC2=C(C=CC(=C2)[N+](=O)[O-])O)=C1